(S)-N'-((3,5-dimethyl-1,2,3,5,6,7-hexahydrodicyclopenta[b,e]pyridin-8-yl)carbamoyl)-4-(2-hydroxypropan-2-yl)thiophene-2-sulfonimidamide CC1CCC=2C1=NC1=C(C2NC(=O)N=[S@@](=O)(N)C=2SC=C(C2)C(C)(C)O)CCC1C